3-(7-methoxy-1-methyl-β-carbolin-9-yl)propionitrile COC1=CC=C2C=3C=CN=C(C3N(C2=C1)CCC#N)C